C(C)(C)(C)OC(NCC1=CC=CC=C1)=O benzylcarbamic t-butyl ester